C(C)OC(=O)C1=NN(C=C1OC1=NC=CC=C1N)C=1C=NC=CC1 4-((3-aminopyridin-2-yl)oxy)-1-(pyridin-3-yl)-1H-pyrazole-3-carboxylic acid ethyl ester